C(\C=C\C=C\CCC)=O (2e,4e)-2,4-octadienal